C(C1=CC=CC=C1)N(CC(COCCOCCOC(COCC1=CC=CC=C1)C)F)CC1=CC=CC=C1 N,N-dibenzyl-3-[2-[2-(2-benzyloxy-1-methyl-ethoxy)ethoxy]ethoxy]-2-fluoro-propan-1-amine